FC1=CC=C(C=N1)C1N(OCC1)C(=O)OC(C)(C)C tert-butyl 3-(6-fluoropyridin-3-yl)-1,2-oxazolidine-2-carboxylate